(e)-Pentane CCCCC